2-Hydroxy-4'-(2-hydroxy-ethoxy)-2-methyl-propiophenone OC(C(=O)C1=CC=C(C=C1)OCCO)(C)C